tert-butyl (2S,6R*)-2-[(benzyloxy)methyl]-6-hydroxy-6-(hydroxymethyl)-1,4-oxazepane-4-carboxylate C(C1=CC=CC=C1)OC[C@H]1OC[C@@](CN(C1)C(=O)OC(C)(C)C)(CO)O |o1:12|